BrC=1C=C2C(=CN1)N(N=C2I)C2OCCCC2 5-bromo-3-iodo-1-tetrahydropyran-2-yl-pyrazolo[3,4-c]Pyridine